N1N=C(N=C1)C=O 1,2,4-triazole-formaldehyde